BrC1=CC=C(C(=C1N)CC1=C(C=CC=C1)C)F 6-bromo-3-fluoro-2-(2-methylbenzyl)aniline